C(#N)C=1C=C(C(=O)NC=2C=C(C=NC2)C2=CC(=NC=C2)C=2NC(=CN2)C2=CC=CC=C2)C=CC1 3-Cyano-N-(2'-(5-phenyl-1H-imidazol-2-yl)-3,4'-bipyridin-5-yl)benzamid